tert-butyl N-[(3R)-7-[5-(1-acetyl-4-methyl-4-piperidyl)-1,3,4-oxadiazol-2-yl]-5-[(4-chlorophenyl)methyl]-8-fluoro-1,1,4-trioxo-2,3-dihydro-1λ6,5-benzothiazepin-3-yl]carbamate C(C)(=O)N1CCC(CC1)(C)C1=NN=C(O1)C=1C(=CC2=C(N(C([C@H](CS2(=O)=O)NC(OC(C)(C)C)=O)=O)CC2=CC=C(C=C2)Cl)C1)F